[Si](C)(C)(C(C)(C)C)O[C@H]1C[C@@H](N(C1)C1=CC=C2C(=CC(=NC2=C1)[C@@H]1[C@H](C1)C1=NC=CC(=N1)C)OC)C=1N=C2N(C=C(C=C2)C2CC2)C1 |o1:23,24| 7-((2R,4S)-4-((tert-butyldimethylsilyl)oxy)-2-(6-cyclopropylimidazo[1,2-a]pyridin-2-yl)pyrrolidin-1-yl)-4-methoxy-2-((1S*,2S*)-2-(4-methylpyrimidin-2-yl)cyclopropyl)quinoline